(4-(2,2-difluorocyclopropyl)phenoxy)-1H-1,2,3-triazole-4-carboxylic acid FC1(C(C1)C1=CC=C(ON2N=NC(=C2)C(=O)O)C=C1)F